N-(6-(1,1-dioxido-4-oxo-1,2,5-thiadiazolidin-2-yl)-5-fluoro-7-hydroxynaphthalen-2-yl)-3-(4-(3-(2,6-dioxopiperidin-3-yl)-1-methyl-1H-indazol-6-yl)piperidin-1-yl)cyclobutanecarboxamide O=S1(N(CC(N1)=O)C=1C(=C2C=CC(=CC2=CC1O)NC(=O)C1CC(C1)N1CCC(CC1)C1=CC=C2C(=NN(C2=C1)C)C1C(NC(CC1)=O)=O)F)=O